FC(CN1N=C(C=2C1=NC(=CN2)N2CCC1(CCN(C1)C=1C(=NC(=NC1)C(F)(F)F)C)CC2)OC)F 8-(1-(2,2-difluoroethyl)-3-methoxy-1H-pyrazolo[3,4-b]pyrazin-6-yl)-2-(4-methyl-2-(trifluoromethyl)pyrimidin-5-yl)-2,8-diazaspiro[4.5]decane